hexamethylenediammonium adipate salt C(CCCCC(=O)[O-])(=O)[O-].[NH3+]CCCCCC[NH3+]